9-bromo-2-(4-hydroxybutyl)-1H-xantheno[2,1,9-def]isoquinoline-1,3(2H)-dione BrC1=CC=C2OC=3C=CC=4C(N(C(C5=CC=C(C3C45)C2=C1)=O)CCCCO)=O